(±)-4-[1-Acetyl-3-[(4,5-dichloro-1-methyl-indole-2-carbonyl)amino]pyrrolidin-3-yl]benzoic acid C(C)(=O)N1C[C@](CC1)(NC(=O)C=1N(C2=CC=C(C(=C2C1)Cl)Cl)C)C1=CC=C(C(=O)O)C=C1 |r|